C(CCC)C(C(=O)O)CCCCCC.OC(CC(COOCC(CC(C)O)C)C)C 4-hydroxy-2-methylpentylperoxide (2-butyloctanoate)